BrC=1C(=C(C=CC1)C1=CC=C(C(=N1)OC)CN(C(OC(C)(C)C)=O)C[C@H]1NC(CC1)=O)Cl (S)-tert-butyl ((6-(3-bromo-2-chlorophenyl)-2-methoxypyridin-3-yl) methyl)((5-oxopyrrolidin-2-yl)methyl)carbamate